FCCN1C=NC(=C1)C(F)(F)F (2-fluoroethyl)-4-(trifluoromethyl)-1H-imidazole